C(#N)C1=CC(=C(COC=2C=C(OC3CCN(CC3)COC(=O)C=3C=CC4=C(N(C=N4)CC4=CN=CN4CC)C3)C=CC2)C=C1)F (4-(3-((4-cyano-2-fluorobenzyl)oxy)phenoxy)piperidin-1-yl)methyl-1-((1-ethyl-1H-imidazol-5-yl)methyl)-1H-benzo[d]imidazole-6-carboxylate